{1-[(tert-butoxy)carbonyl]-5-[(tert-butyldimethylsilyl)oxy]-1H-indol-2-yl}boronic acid C(C)(C)(C)OC(=O)N1C(=CC2=CC(=CC=C12)O[Si](C)(C)C(C)(C)C)B(O)O